(S)-3-(1-(1H-pyrazolo[3,4-d]pyrimidin-4-yl)pyrrolidin-3-yl)-4-methyl-N-(5-(trifluoromethyl)pyridin-3-yl)benzamide N1N=CC=2C1=NC=NC2N2C[C@@H](CC2)C=2C=C(C(=O)NC=1C=NC=C(C1)C(F)(F)F)C=CC2C